NC1=NC=2C=CC(=CC2C2=C1C=NN2C)C(=O)N([C@@H]2COC1=C2C=CC(=C1)C1COC1)C 4-amino-N,1-dimethyl-N-((3S)-6-(3-oxetanyl)-2,3-dihydro-1-benzofuran-3-yl)-1H-pyrazolo[4,3-c]quinoline-8-carboxamide